(1SR,3SR)-1-(2-(1,3-dioxolan-2-yl) ethyl)-3-isopropylcyclopent-yl acetate C(C)(=O)O[C@]1(C[C@H](CC1)C(C)C)CCC1OCCO1 |r|